N[C@@H](C(=O)N1CCC(CC1)[C@H](C1=C(C=C(C(=C1)Cl)Cl)O)N)C (R)-2-amino-1-(4-((R)-amino(4,5-dichloro-2-hydroxyphenyl)methyl)piperidin-1-yl)propan-1-one